ClC=1C=C(COC=2C=C3CCC(C3=CC2)N2CC(C2)C(=O)O)C=CC1C1CC1 1-(5-((3-chloro-4-cyclopropylbenzyl)oxy)-2,3-dihydro-1H-inden-1-yl)azetidine-3-carboxylic acid